1,3,8-menthatriene C1(=CC=C(CC1)C(=C)C)C